2-(cyclopropylamino)-8-(4-cyclopropylphenyl)-6-(2-methyl-2H-indazol-5-yl)pteridine C1(CC1)NC1=NC=2N(CC(=NC2C=N1)C1=CC2=CN(N=C2C=C1)C)C1=CC=C(C=C1)C1CC1